N-azido-N-ethyl-ethylamine N(=[N+]=[N-])N(CC)CC